CC(C(CC(=O)N)=O)C dimethyl-acetoacetamide